C(C)N1CC(CC1)CNC(=O)C1=CC2=C(N3C(S2)=NC(=C3)C3=CC=C(C=C3)C(NC)=O)C=C1 N-((1-ethylpyrrolidin-3-yl)methyl)-2-(4-(methylcarbamoyl)phenyl)benzo[d]imidazo[2,1-b]thiazole-7-carboxamide